benzyl 4-((3aS*,6aS*)-6,6-difluorohexahydro-1H-pyrrolo[3,2-c]isoxazol-1-yl)-3-hydroxy-2,2-dimethylpentanoate FC1(CN[C@H]2[C@@H]1N(OC2)C(C(C(C(=O)OCC2=CC=CC=C2)(C)C)O)C)F |o1:4,5|